COC(/C(/C1=C(C=CC=C1)CBr)=N/OC)=O (E)-2-(2'-bromomethylphenyl)-methoxyiminoacetic acid methyl ester